NC1=C2C(=C3C(=N1)C=C(N3)C(=O)OCC)COC2 Ethyl 5-amino-6,8-dihydro-1H-furo[3,4-d]pyrrolo[3,2-b]pyridine-2-carboxylate